C(C)(C)(C)OC(NC1=CC=2N(C(=C1)[Sn](CCCC)(CCCC)CCCC)N=CN2)=O (5-(tributylstannyl)-[1,2,4]triazolo[1,5-a]pyridin-7-yl)carbamic acid tert-butyl ester